[4-(3,3,3-trifluoropropoxymethyl)phenyl]methanone FC(CCOCC1=CC=C(C=C1)C=O)(F)F